N-[(5-chlorothiophen-2-yl)methyl]-3-[4-(morpholine-4-carbonyl)piperazin-2-yl]-1-(1,3-thiazole-4-carbonyl)-1H-pyrazol-5-amine ClC1=CC=C(S1)CNC1=CC(=NN1C(=O)C=1N=CSC1)C1NCCN(C1)C(=O)N1CCOCC1